C(C)(C)(C)OC(=O)N1CCC2(CC1)C(C=1C(=NC(=CC1)C)C2)=NS(=O)C(C)(C)C (5S)-5-((tert-butylsulfinyl)imino)-2-methyl-spiro[5,7-dihydro-cyclopenta[b]pyridine-6,4'-piperidine]-1'-carboxylic acid tert-butyl ester